3,6-Dichloro-1,2,4,5-tetrazine ClC=1N=NC(=NN1)Cl